N[C@@H](CCSC)C(=O)O[2H] methionine-d